4-(6-chloro-5-fluoro-indolin-1-yl)-6-(1H-pyrazolo[4,3-b]pyridin-6-yl)quinazoline [3-(methoxymethoxy)-8-(2-triisopropylsilylethynyl)-1-naphthyl]triflate COCOC=1C=C(C2=C(C=CC=C2C1)C#C[Si](C(C)C)(C(C)C)C(C)C)OS(=O)(=O)C(F)(F)F.ClC1=C(C=C2CCN(C2=C1)C1=NC=NC2=CC=C(C=C12)C=1C=C2C(=NC1)C=NN2)F